1-(3-Nitro-5-trifluoromethyl-phenyl)-ethylamine hydrochloride Cl.[N+](=O)([O-])C=1C=C(C=C(C1)C(F)(F)F)C(C)N